2-((2R,5s)-4-(6-cyano-1-methyl-2-oxo-1,2-dihydro-1,5-naphthyridin-4-yl)-2,5-dimethylpiperazin-1-yl)-2-(5-fluoropyridin-2-yl)acetic acid methyl ester COC(C(C1=NC=C(C=C1)F)N1[C@@H](CN([C@H](C1)C)C1=CC(N(C2=CC=C(N=C12)C#N)C)=O)C)=O